[Sn].[Au].[Ni].[Cu] copper-nickel-gold-tin